3-chloro-5-isopropyl-8-[3-(methanesulfonylmethyl)azetidin-1-yl]isoquinoline ClC=1N=CC2=C(C=CC(=C2C1)C(C)C)N1CC(C1)CS(=O)(=O)C